S(=O)(=N)(F)F Sulfonimidoyl Fluoride